C1=CC=CC=2C3=CC=CC=C3C(C12)COC(=O)N[C@H](C(=O)O)CCOC (2S)-2-[9H-fluoren-9-ylmethoxycarbonylamino]-4-methoxybutyric acid